C(C(CO)(CO)N)O TrimethylolAminomethane